BrC=1C=2N(C=CC1)N=C(N2)CN(C)C ({8-bromo-[1,2,4]triazolo[1,5-a]pyridin-2-yl}methyl)dimethylamine